O1CCN(CC1)CCOC1=NS(C2=C(OC13CC3)N=CC=C2)(=O)=O (2-morpholinoethoxy)-1',1'-dioxidospiro[cyclopropane-1,4'-pyrido[2,3-b][1,4,5]oxathiazepin]